2-cyclopropyl-6-((2s,6r)-2,6-dimethylmorpholinyl)-4-iodoisoquinolin-1(2H)-one-7-d C1(CC1)N1C(C2=CC(=C(C=C2C(=C1)I)N1C[C@@H](O[C@@H](C1)C)C)[2H])=O